BrC1=CC=CC=2C=3C(CN(C3C=CC21)C(NCCOC)=N)C 6-bromo-N-(2-methoxyethyl)-1-methyl-1,2-dihydro-3H-benzo[e]indole-3-carboximidamide